C(CCCCCCCCCCCCCCC)[Si](OCCCC)(CCCCCCCCCCCCCCCC)CCCCCCCCCCCCCCCC trihexadecylbutoxysilane